BrC1=NN(C2=C1NCCC2)S(=O)(=O)C2=CC=C(C=C2)S(=O)(=O)N(C)C 4-((3-bromo-4,5,6,7-tetrahydro-1H-pyrazolo[4,3-b]pyridin-1-yl)sulfonyl)-N,N-dimethylbenzenesulfonamide